C(=O)(O)C(CC1=CC=C(C=C1)OCCOCCOCC)N1CCN(CCN(CCN(CC1)CC(=O)O)C(C(=O)O)CO)CC(=O)O 2-[7-(1-carboxy-2-{4-[2-(2-ethoxyethoxy)ethoxy]phenyl}ethyl)-4,10-bis(carboxymethyl)-1,4,7,10-tetraazacyclododec-1-yl]-3-hydroxypropionic acid